COC(C1=CC(=C(C=C1)OC(F)F)C#CC=1C=NN(C1)C)=O 4-(difluoromethoxy)-3-[(1-methyl-1H-pyrazol-4-yl)ethynyl]benzoic acid methyl ester